BrCCOC1=C(C(C(=O)[O-])=CC=C1)C(=O)[O-] 2-bromoethoxyphthalate